4-(6-(4-(1H-indazol-3-yl)piperidin-1-yl)thiazolo[4,5-c]pyridin-2-yl)morpholine N1N=C(C2=CC=CC=C12)C1CCN(CC1)C1=CC2=C(C=N1)N=C(S2)N2CCOCC2